ClC1=C(OCC2COC2)C=C(C(=C1)[N+](=O)[O-])F 3-[(2-chloro-5-fluoro-4-nitro-phenoxy)methyl]oxetane